4-amino-7H-pyrrolo[2,3-d]Pyrimidine NC=1C2=C(N=CN1)NC=C2